N-((1S,4s)-4-(2-(((R)-2-(3-Fluorophenyl)-2-hydroxyethyl)amino)-2-methylpropyl)cyclohexyl)methanesulfonamide hydrochloride Cl.FC=1C=C(C=CC1)[C@H](CNC(CC1CCC(CC1)NS(=O)(=O)C)(C)C)O